COCN1C(=NC(=C1)C(F)(F)F)C1=CC=C(C#N)C=C1 4-[1-(methoxymethyl)-4-(trifluoromethyl)imidazol-2-yl]benzonitrile